N1C=C(C=2C1=NC=CC2)C=2SC=C(N2)C=2C=C(C=CC2)[C@@](C)(O)C=2N(C=CN2)C (R,S)-1-(3-(2-(1H-Pyrrolo[2,3-b]pyridin-3-yl)thiazol-4-yl)phenyl)-1-(1-methyl-1H-imidazol-2-yl)ethan-1-ol